6,7,8,9-Tetrahydropyrazino[1,2-e]purin-4-amine N1=CN=C(C=2N=C3N(C12)CCNC3)N